CC1(C(N(C=C(C1)C(=O)N[C@@H]1[C@H](C1)C)CC1=NC(=CC=C1)C)=O)C(=O)N 3-methyl-N5-((1s,2s)-2-methylcyclopropyl)-1-((6-methylpyridin-2-yl)methyl)-2-oxo-1,2-dihydropyridine-3,5-dicarboxamide